C(C)(C)C=1C=C(C(=O)O)C=C(C1)C(C)C 3,5-bis(isopropyl)benzoic acid